8-Methoxy-N-((6-methylpyridazin-3-yl)methyl)-6-(5-(trifluoromethoxy)pyridin-2-yl)quinazolin-4-amine COC=1C=C(C=C2C(=NC=NC12)NCC=1N=NC(=CC1)C)C1=NC=C(C=C1)OC(F)(F)F